2-[5-[5-chloro-3-[[4-(cyclopentanecarbonyl)-3-methyl-piperazin-1-yl]methyl]-2-methyl-anilino]-1,3,4-oxadiazol-2-yl]acetonitrile ClC=1C=C(C(=C(NC2=NN=C(O2)CC#N)C1)C)CN1CC(N(CC1)C(=O)C1CCCC1)C